C(C1CO1)OCCCC[Si](OCCC)(OCCC)OCCC δ-Glycidoxybutyltripropoxysilan